methyl (2-(methyl((6-methyl-1'-(m-tolyl)-1',2',3',6'-tetrahydro-[2,4'-Bipyridyl]-3-yl)methyl)amino)ethyl)carbamate CN(CCNC(OC)=O)CC=1C(=NC(=CC1)C)C=1CCN(CC1)C=1C=C(C=CC1)C